2-hydroxypropyl-octyl ether OC(COCCCCCCCC)C